O(C1=CC=CC=C1)C1=CC=C(C=C1)C#CC1=NNC2=C1C=1N(C(=N2)N2CCC3([C@@H]([C@@H](OC3)C)N)CC2)C=CN1 (3S,4S)-8-(9-((4-phenoxyphenyl)ethynyl)-7H-imidazo[1,2-c]pyrazolo[4,3-e]pyrimidin-5-yl)-3-methyl-2-oxa-8-azaspiro[4.5]decan-4-amine